C=C1C(NCC12CC2)=O 7-methylidene-5-azaspiro[2.4]heptan-6-one